ClC1=C(C(=O)N(C2=NN=NN2C)C)C=CC(=C1S(=O)(=O)C(C)C)S(=O)(=O)C 2-chloro-3-(isopropylsulfonyl)-N-methyl-N-(1-methyl-1H-tetrazol-5-yl)-4-(methylsulfonyl)benzamide